COC1=CC=C(CNC(NC2CC3(C2)CN(CC3)C(=O)OC(C)(C)C)=O)C=C1 tert-butyl (2s-4r)-2-(3-(4-methoxybenzyl)ureido)-6-azaspiro[3.4]octane-6-carboxylate